C(C)(C)(C)OC(NC(=O)OC(C)(C)C)=O N-tert-butyloxycarbonyl-carbamic acid tert-butyl ester